OC(CCCCCCCCCCC(=O)O)=C(CCCCC)O 12,13-dihydroxy-12-octadecenoic acid